SC(CCC(=O)OCCOC(CCC(C)S)=O)C ethylene glycol bis(4-mercapto valerate)